(R)-3-[4-[2-(2-methyltetrazol-5-yl)pyridin-5-yl]-3-fluorophenyl]-5-hydroxymethyl-oxazolidine CN1N=C(N=N1)C1=NC=C(C=C1)C1=C(C=C(C=C1)N1CO[C@H](C1)CO)F